[(3R)-3-fluoro-1-[4-({8-[(2R,3S)-3-(methanesulfonylmeth-yl)-2-methylazetidin-1-yl]-5-(propan-2-yl)isoquinolin-3-yl}amino)pyrimidin-2-yl]pyrrolidin-3-yl]methanol F[C@]1(CN(CC1)C1=NC=CC(=N1)NC=1N=CC2=C(C=CC(=C2C1)C(C)C)N1[C@@H]([C@H](C1)CS(=O)(=O)C)C)CO